COC(C(CC1COC1)NC(C1=CC=C(C=C1)F)=O)=O 2-(4-fluorobenzamido)-3-(oxetan-3-yl)propionic acid methyl ester